4,4'-thiobis(6-tert-butyl-3-methylphenol) S(C1=C(C=C(C(=C1)C(C)(C)C)O)C)C1=C(C=C(C(=C1)C(C)(C)C)O)C